NC1=CC=CC(=N1)C1=NC(=NC(=N1)NCC(C)(C)C)NC1=CC(=NC=C1)C(F)(F)F (6-aminopyridin-2-yl)-N2-neopentyl-N4-(2-(trifluoromethyl)pyridin-4-yl)-1,3,5-triazine-2,4-diamine